tert-butyl 4-(6-((4-cyano-2-fluorobenzyl)oxy)pyridin-2-yl)-4-hydroxypiperidin-1-carboxylate C(#N)C1=CC(=C(COC2=CC=CC(=N2)C2(CCN(CC2)C(=O)OC(C)(C)C)O)C=C1)F